1,2-bis((1H-benzimidazol-1-yl)methyl)benzene potassium (S)-((4-(tert-butoxycarbonyl)-2-methylpiperazin-1-yl)methyl)trifluoroborate C(C)(C)(C)OC(=O)N1C[C@@H](N(CC1)C[B-](F)(F)F)C.[K+].N1(C=NC2=C1C=CC=C2)CC2=C(C=CC=C2)CN2C=NC1=C2C=CC=C1